ClC=1C=C2C(=NC(=NC2=C(C1C1=C(C=CC=C1F)O)C1CC1)OC[C@H]1N(CCC1)C)N1CCNCC1 2-(6-chloro-8-cyclopropyl-2-(((S)-1-methylpyrrolidin-2-yl)methoxy)-4-(piperazin-1-yl)quinazolin-7-yl)-3-fluorophenol